COC(C1CCN(CC1)C1=CC(=C(C=C1)[C@H]1[C@H](CCC2=CC(=CC=C12)O)C1=CC=CC=C1)F)OC (1S,2S)-1-[4-[4-(dimethoxymethyl)-1-piperidinyl]-2-fluoro-phenyl]-2-phenyl-tetrahydronaphthalen-6-ol